BrC1=CN=C(S1)COC1=CC=CC(=N1)C1=CC(=C(C=C1F)CC=1N(C2=C(N1)C=CC(=C2)C(=O)OC(C)(C)C)C[C@@H](C)OC)F tert-butyl 2-[[4-[6-[(5-bromothiazol-2-yl)methoxy]-2-pyridyl]-2,5-difluorophenyl]methyl]-3-[(2R)-2-methoxypropyl]benzimidazole-5-carboxylate